ClC1=NC=C(C(=C1)N1C(C(=C(C=C1C)OCC1=NC=C(C=C1F)F)Cl)=O)C 2',3-dichloro-4-((3,5-difluoropyridin-2-yl)methoxy)-5',6-dimethyl-2H-[1,4'-bipyridine]-2-one